3,3'-iminobispropylamine CCOC(=O)C1=C(C)NC(C)=C(C(=O)OCC)C1C1C=CC=CC=1/C=C/C(=O)OC(C)(C)C